7-(2-(N-methyl-1H-1,2,4-triazole-1-carboxamido)propyl)-2-(4-phenoxyphenyl)-4,5,6,7-tetrahydro-pyrazolo[1,5-a]pyrimidine-3-carboxamide CN(C(=O)N1N=CN=C1)C(CC1CCNC=2N1N=C(C2C(=O)N)C2=CC=C(C=C2)OC2=CC=CC=C2)C